4-hydroxy-3-methoxycarbonylbenzoic acid OC1=C(C=C(C(=O)O)C=C1)C(=O)OC